(S)-2-(6-chloro-2-((S)-tetrahydrofuran-3-Carbonyl)-1,2,3,4-tetrahydroisoquinolin-8-yl)pyrrolidine-1-carboxylic acid tert-butyl ester C(C)(C)(C)OC(=O)N1[C@@H](CCC1)C=1C=C(C=C2CCN(CC12)C(=O)[C@@H]1COCC1)Cl